BrC=1C(=CC(=C(C1)B(O)O)C=1SC(=CN1)C(F)(F)F)OC [5-bromo-4-methoxy-2-[5-(trifluoromethyl)thiazol-2-yl]phenyl]boronic acid